(14-bromotetradecyl)-trimethylammonium bromide [Br-].BrCCCCCCCCCCCCCC[N+](C)(C)C